FC1=C(C(=O)N)C=CC(=C1)C(C)C 2-fluoro-4-isopropylbenzamide